1-butyl-benzotriazole C(CCC)N1N=NC2=C1C=CC=C2